NC1CC(OC(C1O)C)O[C@H]1C[C@@](CC=2C(=C3C(C=4C=CC=C(C4C(C3=C(C12)O)=O)OC)=O)O)(C(CO)=O)O (8S,10S)-10-(4-amino-5-hydroxy-6-methyl-tetrahydro-2H-pyran-2-yloxy)-6,8,11-trihydroxy-8-(2-hydroxyacetyl)-1-methoxy-7,8,9,10-tetrahydrotetracene-5,12-dione